methyl 3-{3-[(6-{[6-(5-chloro-2-fluorophenyl)-3-(hydroxymethyl)pyridazin-4-yl]amino}pyrimidin-4-yl)carbamoyl]cyclobutyl}-3-azabicyclo[3.1.1]heptane-6-carboxylate ClC=1C=CC(=C(C1)C1=CC(=C(N=N1)CO)NC1=CC(=NC=N1)NC(=O)C1CC(C1)N1CC2C(C(C1)C2)C(=O)OC)F